FC(C)(F)C1=NC(=CC(=N1)NC1=CC(=NC=C1C1=NC=C(N=C1)N(C)C)NC(C)=O)CC N-(4-((2-(1,1-difluoroethyl)-6-ethylpyrimidin-4-yl)amino)-5-(5-(dimethylamino)pyrazin-2-yl)pyridin-2-yl)acetamide